NC(C(=O)O)(CCCCB(O)O)CCN(CCO)CC1=CC=CC=C1 2-amino-2-(2-(benzyl(2-hydroxyethyl)amino)ethyl)-6-boronohexanoic acid